O=C1N(CC2=CC(=CC=C12)CN1CCN(CC1)C=1C2=C(N=CN1)SC=C2C2=CC=CC=C2)N2C(NC(CC2)=O)=O 1-(1-oxo-5-((4-(5-phenylthieno[2,3-d]pyrimidin-4-yl)piperazin-1-yl)methyl)isoindolin-2-yl)dihydropyrimidine-2,4(1H,3H)-dione